BrC=1C=NC(=NC1)NC1CC2=CC=CC=C2C1 5-bromo-N-(2,3-dihydro-1H-inden-2-yl)pyrimidin-2-amine